CN(C(OC1=CC=C2C(=C(C(OC2=C1)=O)CC1=C(C(=CC=C1)N(S(N)(=O)=O)C)F)CN(C)C)=O)C ((dimethylamino)methyl)-3-(2-fluoro-3-(methyl(sulfamoyl)amino)benzyl)-2-oxo-2H-chromen-7-yl dimethylcarbamate